tert-butyl(1-oxo-1-((4-((3-(trifluoromethyl)benzyl)oxy)benzyl)amino)buta-2-yl)carbamate C(C)(C)(C)OC(NC(C(NCC1=CC=C(C=C1)OCC1=CC(=CC=C1)C(F)(F)F)=O)CC)=O